N(=[N+]=[N-])C=1C=CC(=NC1)N[C@@H]1C[C@@H](N(C2=CC=CC=C12)C(CC)=O)C |o1:10,12| 1-((2S*,4R*)-4-((5-azidopyridin-2-yl)amino)-2-methyl-3,4-dihydroquinolin-1(2H)-yl)propan-1-one